COC([C@@H](N(C(=O)C1CCN(CC1)S(=O)(=O)[C@H]1N(CCCCC1)C)C)C(C)C)=O N-methyl-N-(1-(((R)-1-methylazepan-2-yl)sulfonyl)piperidine-4-carbonyl)-L-valine methyl ester